C[C@@H]1CN(CCN1)C=1SC2=C(N1)C=CC(=C2)C(F)(F)F 2-[(3R)-3-methylpiperazin-1-yl]-6-(trifluoromethyl)-1,3-benzothiazole